2'-(5-fluoropyridin-2-yl)-3'-(1H-pyrazolo[3,4-b]pyridin-4-yl)-5'H,7'H-spiro[cyclopropane-1,6'-pyrazolo[5,1-b][1,3]oxazine] FC=1C=CC(=NC1)C1=NN2C(OCC3(C2)CC3)=C1C1=C3C(=NC=C1)NN=C3